methylenebis(2,6-di-T-butylphenol) C(C=1C(=C(C(=CC1)C(C)(C)C)O)C(C)(C)C)C=1C(=C(C(=CC1)C(C)(C)C)O)C(C)(C)C